Heptadecan-9-yl 8-({3-[2-(methylcarbamoyl)acetamido]propyl}[8-oxo-8-(undecan-3-yloxy)octyl]amino)octanoate CNC(=O)CC(=O)NCCCN(CCCCCCCC(=O)OC(CCCCCCCC)CCCCCCCC)CCCCCCCC(OC(CC)CCCCCCCC)=O